CC1=C(C(=CC=C1)C)NC1=NN(C2=NC(=NC=C21)NC2=CC=C1CCN(CC1=C2)CC(=O)NC=2C=C1CN(C(C1=CC2)=O)C2C(NC(CC2)=O)=O)C 2-(7-((3-((2,6-Dimethylphenyl)amino)-1-methyl-1H-pyrazolo[3,4-d]pyrimidin-6-yl)amino)-3,4-dihydroisoquinolin-2(1H)-yl)-N-(2-(2,6-dioxopiperidin-3-yl)-1-oxoisoindolin-5-yl)acetamide